COC[C@@H](C(N1CCN(CC1)C1=CC(=CC=C1)C(F)(F)F)=O)NC(C([2H])([2H])[2H])=O (S)-N-(3-methoxy-1-oxo-1-(4-(3-(trifluoromethyl)phenyl)piperazin-1-yl)propan-2-yl)acetamide-2,2,2-d3